(3S)-3-(4,4'-difluoro-2',5,6'-trimethylbiphenyl-3-yl)-3-(2-(5-(2-((R)-3-fluoropyrrolidin-1-yl)ethyl)-4-methyl-2-oxopyridin-1(2H)-yl)-4-methylpentanamido)propanoic acid FC1=C(C=C(C=C1C)C1=C(C=C(C=C1C)F)C)[C@H](CC(=O)O)NC(C(CC(C)C)N1C(C=C(C(=C1)CCN1C[C@@H](CC1)F)C)=O)=O